C(=O)N(C=O)C=O N,N-diformylcarboxamide